C(C)C=1N=C2N(C=C(C=C2)N2C(CN(CC2)CC(=O)OCC)=O)C1N(C)C=1SC=C(N1)C1=CC=C(C=C1)F ethyl 2-(4-(2-ethyl-3-((4-(4-fluorophenyl)thiazol-2-yl)(methyl)amino) imidazo[1,2-a]pyridin-6-yl)-3-oxopiperazin-1-yl)acetate